1,1,7,7-tetramethyl-1,3,3,5,5,7-hexaphenyltetrasiloxane C[Si](O[Si](O[Si](O[Si](C1=CC=CC=C1)(C)C)(C1=CC=CC=C1)C1=CC=CC=C1)(C1=CC=CC=C1)C1=CC=CC=C1)(C1=CC=CC=C1)C